C1(CC1)N1C=NC2=C1C=NC=C2C2=C(N=C(C(=N2)C(=O)N)NC2=CC=C(C=C2)N2CCOCC2)NC 6-(3-Cyclopropylimidazo[4,5-c]pyridin-7-yl)-5-(methylamino)-3-(4-morpholinoanilino)pyrazine-2-carboxamide